ClC1=C(C=C2C(=NC(N3C2=C1SC[C@H](C3)OC3=CC=C(C=C3)F)=O)O)C(F)(F)F (S)-11-chloro-3-(4-fluorophenoxy)-8-hydroxy-10-(trifluoromethyl)-3,4-dihydro-2h,6h-[1,4]thiazepino[2,3,4-ij]quinazolin-6-one